BrC=1C(=NN2C1C(=NC=C2)Cl)I 3-bromo-4-chloro-2-iodopyrazolo[1,5-a]pyrazine